COC1=C(C=CC(=C1)OC)CNC1=NN=C(C2=CC=CC=C12)C N-[(2,4-dimethoxyphenyl)methyl]-4-methylphthalazin-1-amine